ClC1=C(C(C2=C(NC(=N2)C2=CC(=CC=C2)F)C1=O)=O)N[C@@H]1C(NCCC1)=O (S)-6-chloro-2-(3-fluorophenyl)-5-((2-oxopiperidin-3-yl)amino)-1H-benzo[d]imidazole-4,7-dione